FC1(CC1)CC1=NN(C=2C1=C1CC(NCC1=CC2)C)C2OCCCC2 ((1-fluorocyclopropyl)methyl)-8-methyl-3-(tetrahydro-2H-pyran-2-yl)-6,7,8,9-tetrahydro-3H-Pyrazolo[4,3-f]Isoquinoline